ClC1=C(C(=O)OC2=C(C=C(C=C2)C)OC)C=CC=C1 2-methoxy-4-methylphenyl 2-chlorobenzoate